C1(=CC=CC=C1)C(C1=CC=CC=C1)(C1=CC=CC=C1)SCC(CO)O 3-[(triphenylmethyl)sulfanyl]propane-1,2-diol